(S)-tert-Butyl 4-(3-fluoropyrrolidin-1-yl)-5,6-dihydropyrido[3,4-d]pyrimidine-7(8H)-carboxylate F[C@@H]1CN(CC1)C=1C2=C(N=CN1)CN(CC2)C(=O)OC(C)(C)C